FC(C(C(=O)Cl)C(F)(F)F)(F)F 3,3,3-trifluoro-2-(trifluoromethyl)propionyl chloride